O=C(COC1=C(OC2=C1C=CC(=C2)C(=O)OC(C)(C)C)C(=O)OC)C 6-tert-butyl 2-methyl 3-(2-oxopropoxy)benzofuran-2,6-dicarboxylate